3-(5-(((5-((adamantan-1-ylamino)methyl)thiazol-2-yl)methyl)amino)-2-methyl-4-oxoquinazolin-3(4H)-yl)piperidine-2,6-dione C12(CC3CC(CC(C1)C3)C2)NCC2=CN=C(S2)CNC2=C3C(N(C(=NC3=CC=C2)C)C2C(NC(CC2)=O)=O)=O